3-{6-azaspiro[2.5]octan-6-yl}-4-{2-[8-(4,4-difluoropiperidin-1-yl)quinolin-6-yl]-2-fluoroethenyl}aniline C1CC12CCN(CC2)C=2C=C(N)C=CC2C=C(F)C=2C=C1C=CC=NC1=C(C2)N2CCC(CC2)(F)F